(5RS)-3-Oxo-2-[(3,5,6-trimethylpyrazin-2-yl)methyl]-2,3,5,6,7,8-hexahydro[1,2,4]triazolo[4,3-a]pyridin O=C1N(N=C2N1CCCC2)CC2=NC(=C(N=C2C)C)C